N-(4-(bicyclo[3.1.1]heptan-3-yloxy)-3-fluoro-5-methylphenyl)-2-(3,3-diethylazetidin-1-yl)-5-(2-fluoroethyl)oxazole-4-carboxamide C12CC(CC(C1)C2)OC2=C(C=C(C=C2C)NC(=O)C=2N=C(OC2CCF)N2CC(C2)(CC)CC)F